BrC=1C=C2C(=C(C=NC2=CC1)[N+](=O)[O-])NC1=CC=C(C=C1)F 6-bromo-N-(4-fluorophenyl)-3-nitroquinolin-4-amine